C(C1CO1)N(C1=CC=C(C=C1)N(CC1CO1)CC1CO1)CC1CO1 N,N,N',N'-tetrakis(2,3-epoxypropyl)-1,4-phenylenediamine